C(C)OC(=O)C1CN(CC1(C)C)C1=CC=C(C=C1)[N+](=O)[O-] 4,4-Dimethyl-1-(4-nitrophenyl)pyrrolidine-3-carboxylic acid ethyl ester